tert-butyl-4-((2-(1H-indol-3-yl)ethyl)amino)-2-(5-fluoropyridin-3-yl)-7,8-dihydropyrido[4,3-d]pyrimidine-6(5H)-carboxylate C(C)(C)(C)OC(=O)N1CC2=C(N=C(N=C2NCCC2=CNC3=CC=CC=C23)C=2C=NC=C(C2)F)CC1